3-CYCLOHEXYL-4-METHOXY-1-OXO-2-PROPANAMINIUM CHLORIDE COC1CCC(CC1)CC(C=O)N.Cl